N-methyl-N-(prop-2-yn-1-yl)benzenesulfonamide tert-butyl-(2R)-2-((4-methyl-3-((1-(3-(1-methyl-1H-pyrazol-4-yl)naphthalen-1-yl)ethyl)carbamoyl)phenyl)carbamoyl)piperidine-1-carboxylate C(C)(C)(C)OC(=O)N1[C@H](CCCC1)C(NC1=CC(=C(C=C1)C)C(NC(C)C1=CC(=CC2=CC=CC=C12)C=1C=NN(C1)C)=O)=O.CN(S(=O)(=O)C1=CC=CC=C1)CC#C